Cl[Si](C(C(C(C(F)F)(F)F)(F)F)(F)F)(Cl)Cl trichloro(1,1,2,2,3,3,4,4-octafluorobutyl)silane